C(#N)C=1N=CN(C1C)C[C@@H]1CC[C@H](CC1)C(=O)O trans-4-[(4-cyano-5-methyl-imidazol-1-yl)methyl]cyclohexanecarboxylic acid